(1-(2-chloro-6-fluorophenyl)-5-((3S,5R)-3,5-dimethylpiperidin-1-yl)-1H-indol-4-yl)methanol ClC1=C(C(=CC=C1)F)N1C=CC2=C(C(=CC=C12)N1C[C@H](C[C@H](C1)C)C)CO